[Si](C)(C)(C(C)(C)C)OCCN(C(OC(C)(C)C)=O)CC1=C(C(=NC=C1)Cl)F tert-butyl (2-((tert-butyldimethylsilyl)oxy)ethyl)((2-chloro-3-fluoropyridin-4-yl)methyl)carbamate